4-(3-(benzyloxy)-2,6-dimethylphenyl)-2-(methoxymethyl)-9-methyl-7,9-dihydro-1,3,4,7,8,9-hexaazabenzo[cd]cyclopenta[f]azulen-6(4H)-one C(C1=CC=CC=C1)OC=1C(=C(C(=CC1)C)N1C=C2C(NC=3C(C4=C2C1=NC(=N4)COC)=CN(N3)C)=O)C